(R)-4-oxazolidone O1C(N[C-]=C1)=O